N-(4-(3-(2-aminopyridin-4-yl)-4-hydroxyphenoxy)-3-fluorophenyl)-4-ethoxy-1-(4-fluoroPhenyl)-2-oxo-1,2-dihydropyridine-3-carboxamide NC1=NC=CC(=C1)C=1C=C(OC2=C(C=C(C=C2)NC(=O)C=2C(N(C=CC2OCC)C2=CC=C(C=C2)F)=O)F)C=CC1O